C1(CC1)C=1N=CN(C1)C1=CC(=NC=C1F)N 4-(4-cyclopropyl-1H-imidazol-1-yl)-5-fluoropyridin-2-amine